ClC=1C=C2C(=CN=C(C2=CN1)O[C@@H]1C[C@@H](C1)C(=O)N1CC(C1)OC)C(CC)N[S@@](=O)C(C)(C)C (S)-N-(1-(6-chloro-1-(cis-3-(3-methoxyazetidine-1-carbonyl)cyclobutoxy)-2,7-naphthyridin-4-yl)propyl)-2-methylpropan-2-sulfinamide